dicyclohexyl-(4-methylphenyl)chloromethylphosphine (S)-(2R,3R,11bR)-3-isobutyl-9,10-dimethoxy-2,3,4,6,7,11b-hexahydro-1H-pyrido[2,1-a]isoquinolin-2-yl-2-amino-3-methylbutyrate C(C(C)C)[C@H]1[C@@H](C[C@H]2N(CCC3=CC(=C(C=C23)OC)OC)C1)OC([C@H](C(C)C)N)=O.C1(CCCCC1)C(Cl)(PC1=CC=C(C=C1)C)C1CCCCC1